aluminium triflate [O-]S(=O)(=O)C(F)(F)F.[Al+3].[O-]S(=O)(=O)C(F)(F)F.[O-]S(=O)(=O)C(F)(F)F